(±)-N-[1-benzyl-3-(3-cyanophenyl)-3-piperidyl]-4,5-dichloro-1-methyl-indole-2-carboxamide C(C1=CC=CC=C1)N1C[C@@](CCC1)(C1=CC(=CC=C1)C#N)NC(=O)C=1N(C2=CC=C(C(=C2C1)Cl)Cl)C |r|